(S)-quinuclidin-3-yl (7-bromo-3,3-dimethylchroman-4-yl)carbamate BrC1=CC=C2C(C(COC2=C1)(C)C)NC(O[C@@H]1CN2CCC1CC2)=O